C(=C)N1C(OC(=C1)C)=O N-vinyl-5-methyl-oxazolinone